6-(difluoromethyl)-N-(2,4-dimethoxybenzyl)quinolin-2-amine FC(C=1C=C2C=CC(=NC2=CC1)NCC1=C(C=C(C=C1)OC)OC)F